ICC1=CC=C(C=C1)B1OC(C)(C)C(C)(C)O1 4-iodomethylphenylboronic acid pinacol ester